NC1=C(C=2C(=NC=C(C2)NC(=O)N)N1C1=C(C(=CC=C1C)O)C)C(=O)N 2-amino-1-(3-hydroxy-2,6-dimethylphenyl)-5-ureido-1H-pyrrolo[2,3-b]pyridine-3-carboxamide